C1(CCCC1)OC=1C=C(C=CC1C=1NC(C2=C(N1)N(N=N2)CC2=CC=C(C=C2)OC)=O)C2=CC=C(C=C2)C#N 3'-(Cyclopentyloxy)-4'-(3-(4-methoxybenzyl)-7-oxo-6,7-dihydro-3H-[1,2,3]triazolo[4,5-d]pyrimidin-5-yl)-[1,1'-biphenyl]-4-carbonitrile